C(C)(C)(C)OC(=O)N1CC=2N(CCC1)N=C(C2Cl)NC(=O)OC(C)(C)C ((tert-butoxycarbonyl)amino)-3-chloro-7,8-dihydro-4H-pyrazolo[1,5-a][1,4]diazepine-5(6H)-carboxylic acid tert-butyl ester